1,2-dilauroylglycero-3-phosphoethanolamine C(CCCCCCCCCCC)(=O)OCC(OC(CCCCCCCCCCC)=O)COP(=O)(O)OCCN